Diphenylpropoxyacetic acid 1-methyl-4-piperidyl ester hydrochloride Cl.CN1CCC(CC1)OC(COCCC(C1=CC=CC=C1)C1=CC=CC=C1)=O